(1S,2S)-(+)-N-tosyl-diphenylethylenediamine S(=O)(=O)(C1=CC=C(C)C=C1)NC(C1=CC=CC=C1)C(N)C1=CC=CC=C1